ClC=1C(=C(C=CC1)N1N=CC(=C1C)C(=O)NC1=NC2=CC=CC=C2C=C1)F 1-(3-chloro-2-fluorophenyl)-5-methyl-N-(quinolin-2-yl)-1H-pyrazole-4-carboxamide